C(C)(C)(C)OC(=O)N1CC(C(C1)COC1=CC=C(C=C1)S(=O)(=O)C)O.C(=C)[Si](OCCCCCCC)(OCCCCCCC)OCCCCCCC vinyl-tris(n-heptoxy)silane tert-butyl-3-hydroxy-4-((4-(methylsulfonyl)phenoxy)methyl)pyrrolidine-1-carboxylate